2'-Chloro-2-fluoro-3'-(5-(2-(4-(methoxycarbonyl)bicyclo[2.2.1]heptan-1-yl)ethyl)-1-Methyl-4,5,6,7-tetrahydro-1H-imidazo[4,5-c]pyridine-2-carboxamido)-[1,1'-biphenyl] ClC1=C(C=CC=C1NC(=O)C=1N(C2=C(CN(CC2)CCC23CCC(CC2)(C3)C(=O)OC)N1)C)C1=C(C=CC=C1)F